C(C(C)C)(=O)O[C@@H]1[C@](O[C@H](C1)N1C=2N=C(N(C(C2N=C1)=N)CC=1OC(OC1C)=O)Cl)(COC(C(C)C)=O)C#C (2R,3S,5R)-5-(2-chloro-6-imino-1-((5-methyl-2-oxo-1,3-dioxol-4-yl)methyl)-1,6-dihydro-9H-purin-9-yl)-2-ethynyl-2-((isobutyryloxy)methyl)tetrahydrofuran-3-yl isobutyrate